N1N=NC=C1CCC=O 3-(1H-1,2,3-triazol-5-yl)propan-1-one